ClC=1C(=NC(=NC1)NC1=C(C=C2CCN(CC2=C1)C)OC)NC1=C(C=C(C=C1)OC1COC1)P(C)(C)=O (2-((5-Chloro-2-((6-methoxy-2-methyl-1,2,3,4-tetrahydroisoquinolin-7-yl)amino)pyrimidin-4-yl)amino)-5-(oxetan-3-yloxy)phenyl)dimethyl-phosphine oxide